OC1=CC(=NC=C1)C1=NC(=CC=C1)C1=NC=CC=C1 4-hydroxy-2,2':6',2''-terpyridine